BrC1=CC=C(C=C1)[C@]12[C@](C3=C(C=NC=C3OC)O1)([C@@H]([C@@H]([C@H]2C2=CC=CC=C2)CO)O)O |r| rac-(4bS,5R,6S,7S,7aR)-7a-(4-bromophenyl)-6-(hydroxymethyl)-4-methoxy-7-phenyl-5,6,7,7a-tetrahydro-4bH-cyclopenta[4,5]furo[2,3-c]pyridine-4b,5-diol